NC1=NN2C(C=C(C=C2)C=2C(=C(C(=O)NCC(C(O)C3=C(C=C(C=C3)Cl)F)(F)F)C(=CC2)Cl)F)=N1 3-(2-amino-[1,2,4]triazolo[1,5-a]pyridin-7-yl)-6-chloro-N-(3-(4-chloro-2-fluorophenyl)-2,2-difluoro-3-hydroxypropyl)-2-fluorobenzamide